N,N'-methylenebis(hydroxystearamide) C(NC(C(CCCCCCCCCCCCCCCC)O)=O)NC(C(CCCCCCCCCCCCCCCC)O)=O